ClC1=CC(=NC=C1F)[C@@H](C)NCC (R)-1-(4-chloro-5-fluoropyridin-2-yl)-N-ethylethan-1-amine